(S)-1-[2-(6-Cyanobenzo[d]isoxazol-3-yl)phenyl]-2-[6-(2-hydroxyethoxyl)pyridine-2-yl]ethan-1-amine hydrochloride Cl.C(#N)C1=CC2=C(C(=NO2)C2=C(C=CC=C2)[C@H](CC2=NC(=CC=C2)OCCO)N)C=C1